OC(C)C1=C(C=CC(=C1)N1CCN(CC1)C)NC1=NC=C(C(=N1)NCCCN1C(OCCC1)=O)C(F)(F)F 3-(3-((2-((2-(1-hydroxyethyl)-4-(4-methylpiperazin-1-yl)phenyl)amino)-5-(trifluoromethyl)pyrimidin-4-yl)amino)propyl)-1,3-oxazinan-2-one